ONC12C(=NNC1=O)CCSC2 3a-(hydroxyamino)-2H,3H,3aH,4H,6H,7H-thiopyrano[4,3-c]pyrazol-3-one